4-(3-chloro-4-fluoroanilino)-2'-[(2R)-2-methyl-3-{[(5R)-5-methyl-5,6,7,8-tetrahydroquinolin-4-yl]oxy}propyl]-2',3'-dihydrospiro[cyclohexane-1,1'-indene]-4-carboxylic acid ClC=1C=C(NC2(CCC3(C(CC4=CC=CC=C34)C[C@H](COC3=CC=NC=4CCC[C@H](C34)C)C)CC2)C(=O)O)C=CC1F